C/C(/C(/C=C/C)=O)=C(\C(C)C)/C (2E,5E)-5,6,7-tri-methylocta-2,5-dien-4-one